OCCCN1C(C(NC2=CC(=CC=C12)C=1C=NC=CC1)=O)=O 1-(3-hydroxypropyl)-6-(pyridin-3-yl)quinoxaline-2,3(1h,4h)-dione